1,1-dibromo-4-propyl-1,4-disilacyclohexane Br[Si]1(CC[SiH](CC1)CCC)Br